5-([2-[3-(2-aminoethoxy)phenoxy]ethyl]amino)-2-(2,6-dioxopiperidin-3-yl)isoindole-1,3-dione NCCOC=1C=C(OCCNC=2C=C3C(N(C(C3=CC2)=O)C2C(NC(CC2)=O)=O)=O)C=CC1